OCC1CCC(CC1)C=1OC2=C(N1)C=C(C(=C2)NC(=O)C2=NC(=CC=C2)C(F)(F)F)OCC(C)(C)O N-[2-[4-(hydroxymethyl)cyclohexyl]-5-(2-hydroxy-2-methyl-propoxy)-1,3-benzoxazol-6-yl]-6-(trifluoromethyl)pyridine-2-carboxamide